N-(5-((Difluoromethoxy)methyl)-1-(2,6-dimethoxyphenyl)-2-(6-ethoxypyridin-2-yl)-1H-imidazo[4,5-b]pyrazin-6-yl)methanesulfonamide FC(OCC=1N=C2C(=NC1NS(=O)(=O)C)N(C(=N2)C2=NC(=CC=C2)OCC)C2=C(C=CC=C2OC)OC)F